2-amino-7-((2'-chloro-3'-fluoro-[1,1'-biphenyl]-2-yl)oxy)-1,2,3,4-tetrahydronaphthalene-2-carboxylic acid NC1(CC2=CC(=CC=C2CC1)OC1=C(C=CC=C1)C1=C(C(=CC=C1)F)Cl)C(=O)O